CC1(CNCC1)C1=CC=CC(=N1)O 6-(3-methylpyrrolidin-3-yl)pyridin-2-ol